Nonane-7-carboxamide CCCCCCC(CC)C(=O)N